COC1=CC=C(CNC=2C=3N(C4=CC(=CC=C4N2)C(=O)O)C=CN3)C=C1 4-((4-methoxybenzyl)amino)imidazo[1,2-a]quinoxalin-8-carboxylic acid